5-Cyclopropyl-4-[(1-naphthyl)methyl]-2-oxo-8-[p-(pentyloxy)phenyl]-7-thia-1-azabicyclo[4.3.0]nona-3,5,8-triene-9-carboxylic acid C1(CC1)C=1C(=CC(N2C(=C(SC12)C1=CC=C(C=C1)OCCCCC)C(=O)O)=O)CC1=CC=CC2=CC=CC=C12